trans-2-((4-(7-chloro-[1,2,4]triazolo[1,5-a]pyridin-6-yl)cyclohexyl)sulfonyl)-5-methyl-1,3,4-oxadiazole ClC1=CC=2N(C=C1[C@@H]1CC[C@H](CC1)S(=O)(=O)C=1OC(=NN1)C)N=CN2